C(C)(C)C1CCC(CC1)=O 4-isopropylcyclohexanone